tetracarboxyl-porphyrin cobalt [Co].C(=O)(O)C1=C2C=CC(C(=C3C=CC(=C(C=4C=CC(=C(C5=CC=C1N5)C(=O)O)N4)C(=O)O)N3)C(=O)O)=N2